C(C)(C)(C)OC(=O)N1CCC(CC1)C=1N=C2SC(=CN2C1)C1=CC2=CN(N=C2C(=C1)F)C tert-butyl-4-[2-(7-fluoro-2-methylindazol-5-yl) imidazo[2,1-b][1,3]thiazol-6-yl]piperidine-1-carboxylate